2'-chloro-5'-phenylspiro[cyclohexane-1,9'-fluorene] ClC1=CC=2C3(C4=CC=CC(=C4C2C=C1)C1=CC=CC=C1)CCCCC3